OCCCC1N(C(CC1)=O)[C@H](C(=O)N1[C@@H](C[C@H](C1)OC1OCCCC1)C(=O)OC)C(C)(C)C methyl (2S,4R)-1-((2S)-2-(2-(3-hydroxypropyl)-5-oxopyrrolidin-1-yl)-3,3-dimethylbutanoyl)-4-((tetrahydro-2H-pyran-2-yl)oxy)pyrrolidine-2-carboxylate